benzyl-11-bromo-8-((2S,5R)-4-(tert-butoxycarbonyl)-2,5-dimethylpiperazin-1-yl)-10-chloro-6-oxo-4,6-dihydro-2H-spiro[[1,4]oxazepino[2,3,4-ij]quinazoline-3,4'-piperidine] C(C1=CC=CC=C1)N1CCC2(CC1)CN1C(N=C(C3=CC(=C(C(=C13)OC2)Br)Cl)N2[C@H](CN([C@@H](C2)C)C(=O)OC(C)(C)C)C)=O